ClC=1C=CC(=C(C1)C1=C(C=NC(=C1)C)C(=O)NC1=NN=C(S1)OCC1=CC=C(C=N1)C(=O)OC)OC methyl 6-(((5-(4-(5-chloro-2-methoxyphenyl)-6-methylpyridine-3-amido)-1,3,4-thiadiazol-2-yl)oxy)methyl)pyridine-3-carboxylate